C(C)(C)(C)NN T-butylhydrazine